3-sulfhydryl-1,2-propylene glycol SCC(CO)O